Boc-D-2,4-diaminobutyric acid CC(C)(C)OC(=O)N[C@H](CCN)C(=O)O